C(C)N(CC)C1=CC(=C(C=C1)C(C1=CC=C(C=C1)C)C1=C(C=C(C=C1)N(CC)CC)C)C bis-[4-(N,N-diethylamino)-2-methylphenyl](4-methyl-phenyl)methane